N1=CC=C2N1N=C(C=C2O)O pyrazolo[1,5-b]pyridazine-4,6-diol